N-[[6-[(2,5-Dimethoxyphenyl)methylamino]-2-pyridyl]sulfonyl]-2-(2,2,4-trimethylpyrrolidin-1-yl)pyridin-3-carboxamid COC1=C(C=C(C=C1)OC)CNC1=CC=CC(=N1)S(=O)(=O)NC(=O)C=1C(=NC=CC1)N1C(CC(C1)C)(C)C